ClC1=CC2=C(N(C(N2CCN2CCOCC2)=O)C2CCN(CC2)CC2=C(C=C(C=C2)F)Cl)C=C1Cl 5,6-dichloro-1-(1-(2-chloro-4-fluorobenzyl)piperidin-4-yl)-3-(2-morpholinoethyl)-1,3-dihydro-2H-benzo[d]imidazol-2-one